BrC1=C(C=CC(=C1)C(F)(F)F)C1=CC=C(C=C1)C(=O)NC1=CC(=C(C=C1)O)NS(=O)(=O)C1=CC=C(C=C1)F 2'-bromo-N-(3-((4-fluorophenyl)sulfonamido)-4-hydroxyphenyl)-4'-(trifluoromethyl)-[1,1'-biphenyl]-4-carboxamide